FC1=CC=C(C=C1)C=1C(=CC=2C(N1)=NN(C2)CCC)C2=NC(=NC=C2)SC [6-(4-fluorophenyl)-5-(2-methylsulfanylpyrimidin-4-yl)pyrazolo[3,4-b]pyridin-2-yl]propan